tert-butyl 6-bromo-3-chloro-5',6'-dihydro-[2,3'-bipyridine]-1'(2'H)-carboxylate BrC1=CC=C(C(=N1)C=1CN(CCC1)C(=O)OC(C)(C)C)Cl